OCCCCCCCCCC=CC=CC=CC=CC=CC(=O)OC[C@@H](O)COP(=O)([O-])OCC[N+](C)(C)C 1-(hydroxyeicosapentaenoyl)-sn-glycero-3-phosphocholine